γ-aminopentanoic acid NC(CCC(=O)O)C